(E)-N-[(E)-4-(4-methylpentan-2-ylimino)cyclohexa-2,5-dienylidene]aniline CC(CC(C)N=C1C=CC(C=C1)=NC1=CC=CC=C1)C